6-cyclobutoxy-N-(1-((1S,2S)-2-fluorocyclopropyl)-2-oxo-1,2-dihydropyridin-3-yl)-2-(1-(methoxymethyl)-2-oxabicyclo[2.1.1]hexan-4-yl)-2H-indazole-5-carboxamide C1(CCC1)OC=1C(=CC2=CN(N=C2C1)C12COC(C1)(C2)COC)C(=O)NC=2C(N(C=CC2)[C@@H]2[C@H](C2)F)=O